3-(trimethoxysilyl)propyl-di-decylmethyl-ammonium chloride [Cl-].CO[Si](CCC[N+](C)(CCCCCCCCCC)CCCCCCCCCC)(OC)OC